((2R,3R,4R,5R)-5-(2,4-Dioxo-3,4-dihydropyrimidin-1(2H)-yl)-4-fluoro-3-hydroxy-4-methyltetrahydrofuran-2-yl)methyl phenyl (R)-((S)-1-(1,3-dioxolan-2-yl)-3-methylbutyl)phosphoramidate O1C(OCC1)[C@H](CC(C)C)N[P@@](OC[C@H]1O[C@H]([C@]([C@@H]1O)(C)F)N1C(NC(C=C1)=O)=O)(OC1=CC=CC=C1)=O